NC=1C(=C(C(=O)OC)C=C(C1)F)I Methyl 3-amino-5-fluoro-2-iodobenzoate